(S)-N5-(tert-butyl)-N3-methyl-1-(1-phenylethyl)-1H-pyrazole-3,5-dicarboxamide C(C)(C)(C)NC(=O)C1=CC(=NN1[C@@H](C)C1=CC=CC=C1)C(=O)NC